CN1N=C2N=CC(=CC2=C1)C1=CC=C2C(=N1)SC(=C2)C2(CC(C2)OC(F)(F)F)O cis-1-(6-(2-methyl-2H-pyrazolo[3,4-b]pyridin-5-yl)thieno[2,3-b]pyridin-2-yl)-3-(trifluoromethoxy)cyclobutan-1-ol